N-(tert-Butoxycarbonyl)-L-isoleucyl-serine methyl ester COC([C@@H](NC([C@@H](NC(=O)OC(C)(C)C)[C@@H](C)CC)=O)CO)=O